3-[6-chloro-2-({3-[2-(4-chloro-3-fluorophenoxy)acetamido]bicyclo[1.1.1]pent-1-yl}carbamoyl)-2,3-dihydro-4H-1,4-benzoxazin-4-yl]propanoic acid tert-butyl ester C(C)(C)(C)OC(CCN1CC(OC2=C1C=C(C=C2)Cl)C(NC21CC(C2)(C1)NC(COC1=CC(=C(C=C1)Cl)F)=O)=O)=O